2-[(4-fluorophenyl)methyl]-2-azaspiro[3.3]heptan-6-yl (2R,6S)-4-[4-amino-5-(trifluoromethyl)pyrimidin-2-yl]-2,6-dimethylpiperazine-1-carboxylate NC1=NC(=NC=C1C(F)(F)F)N1C[C@H](N([C@H](C1)C)C(=O)OC1CC2(CN(C2)CC2=CC=C(C=C2)F)C1)C